C(C)OC(C1=CC(=CC=C1)NCC(=O)OC(C)(C)C)=O 3-[[2-(tert-butoxy)-2-oxoethyl]amino]benzoic acid ethyl ester